C(C)OC(CCSSCCC(OCC)(OCC)OCC)(OCC)OCC triethoxypropyl disulfide